3-hydroxyindanone OC1CC(C2=CC=CC=C12)=O